OC1(CCCC1)C(=O)NC1=CC(=C(C=C1)C)C1=NC=CC=C1 1-hydroxy-N-(4-methyl-3-pyridin-2-ylphenyl)cyclopentane-1-carboxamide